O.P(=O)(O)([O-])O.[Na+] mono-sodium hydrogen phosphate hydrate